tert-butyl (S)-2-((((9H-fluoren-9-yl)methoxy)carbonyl)amino)-3-(2-fluoro-5-methylphenyl)propanoate C1=CC=CC=2C3=CC=CC=C3C(C12)COC(=O)N[C@H](C(=O)OC(C)(C)C)CC1=C(C=CC(=C1)C)F